6-((1,4-Dioxan-2-yl)methoxy)-4-(benzyloxy)-2-(2-(4-ethoxyphenyl)cyclopropyl)-3-ethylpyridine O1C(COCC1)COC1=CC(=C(C(=N1)C1C(C1)C1=CC=C(C=C1)OCC)CC)OCC1=CC=CC=C1